5-(2-(5-((4-(3-azidopropyl)-6-fluoro-1H-indol-5-yl)oxy)-2-fluorophenyl)-1H-imidazol-5-yl)-5-(3-iodophenyl)pentanoic acid N(=[N+]=[N-])CCCC1=C2C=CNC2=CC(=C1OC=1C=CC(=C(C1)C=1NC(=CN1)C(CCCC(=O)O)C1=CC(=CC=C1)I)F)F